(2R)-3-(3-chlorophenyl)-2-[(3S,4S)-3-[(4-methanesulfonylphenoxy)methyl]-4-methylpyrrolidin-1-yl]propan-1-ol ClC=1C=C(C=CC1)C[C@H](CO)N1C[C@H]([C@@H](C1)C)COC1=CC=C(C=C1)S(=O)(=O)C